uridine tripyruvate C(C(=O)C)(=O)O[C@H]1[C@@H](O[C@@H]([C@H]1OC(C(=O)C)=O)COC(C(=O)C)=O)N1C(=O)NC(=O)C=C1